1,1-difluoro-N-((6S,7S)-6-((2-fluoro-3'-methyl-[1,1'-biphenyl]-3-yl)methyl)-5-((R)-oxetane-2-carbonyl)-5-azaspiro[2.4]heptan-7-yl)methanesulfonamide FC(S(=O)(=O)N[C@@H]1[C@@H](N(CC12CC2)C(=O)[C@@H]2OCC2)CC=2C(=C(C=CC2)C2=CC(=CC=C2)C)F)F